C(#N)C=1C=NN(C1C=1C=CC(=NC1)NC([C@H](C1CCC(CC1)C)NC(OC(C)(C)C)=O)=O)C tert-butyl ((S)-2-((5-(4-cyano-1-methyl-1H-pyrazol-5-yl)pyridin-2-yl)amino)-1-((1r,4S)-4-methylcyclohexyl)-2-oxoethyl)carbamate